6-(phenanthren-9-yl)-2-{3'-(pyridin-3-yl)-biphenyl-4-yl}-4-(4-pyridin-3-yl-phenyl)-benzoxazole C1=CC=CC=2C3=CC=CC=C3C(=CC12)C1=CC2=C(N=C(O2)C2=CC=C(C=C2)C2=CC(=CC=C2)C=2C=NC=CC2)C(=C1)C1=CC=C(C=C1)C=1C=NC=CC1